ClC1=CC(=C(C=C1Cl)C(C1CCN(CC1)C(=O)OC(C)(C)C)N1C(CCC1)=O)OC tert-butyl 4-[(4,5-dichloro-2-methoxyphenyl)(2-oxopyrrolidin-1-yl)methyl]piperidine-1-carboxylate